1-(4-bromophenyl)-2-(tetrahydropyrimidine-2(1H)-ylidene)ethan-1-one BrC1=CC=C(C=C1)C(C=C1NCCCN1)=O